5-[bis(thenyl)aminocarbonyloxymethoxymethoxy]dimethylaminobenzylamine C1(=CC=CS1)CN(C(=O)OCOCOC=1C=CC=C(CNN(C)C)C1)CC1=CC=CS1